IC=1C=C(C=CC1)CCO 2-(3-iodophenyl)ethanol